(3-((3aR,7aR)-1-(4-(3-Azabicyclo[3.1.1]heptan-3-yl)pyridin-2-yl)octahydro-4H-pyrrolo[3,2-b]pyridin-4-yl)-5-fluorophenyl)methanol C12CN(CC(C1)C2)C2=CC(=NC=C2)N2CC[C@H]1N(CCC[C@H]12)C=1C=C(C=C(C1)F)CO